Cl.ClC1=NC(=CC=C1N)OC 2-chloro-6-methoxypyridin-3-amine, Hydrochloride